C(C1=CC=C(C=C1)OC)(=O)C(C(C(=O)[O-])(O)C(C1=CC=C(C=C1)OC)=O)(O)C(=O)[O-] di-p-anisoyltartrate